FC1=C(C(=CC(=C1)C1=NC(=CC=C1)SC(C)C)F)N1CCC(CC1)CC(=O)O 2-[1-[2,6-difluoro-4-(6-isopropylsulfanyl-2-pyridyl)phenyl]-4-piperidyl]acetic acid